normaloctyl acrylate C(C=C)(=O)OCCCCCCCC